N=1N2C(=CC1C=1C=C(C=CC1OC1=CC=C(C=C1)F)S(=O)(=O)NC)CCC2 3-(5,6-dihydro-4H-pyrrolo[1,2-b]pyrazol-2-yl)-4-(4-fluorophenoxy)-N-methylbenzene-1-sulfonamide